C(CC=CCC=CCC=CCC=CCC=CCC=CCC)=O 3,6,9,12,15,18-Heneicosahexaenal